(2S,5S)-5-[(S)-2-Acetylamino-3-(4-fluoro-phenyl)-propionylamino]-4-oxo-1,2,4,5,6,7-hexahydro-azepino[3,2,1-hi]indole-2-carboxylic acid (1H-[1,2,3]triazol-4-ylmethyl)-amide N1N=NC(=C1)CNC(=O)[C@H]1N2C3=C(C=CC=C3C1)CC[C@@H](C2=O)NC([C@H](CC2=CC=C(C=C2)F)NC(C)=O)=O